NC1=NC(=C(C2=CC=CC=C12)C(=O)N(C)C)C=1C=C2CN(C(C2=CC1)=O)C1C(NC(CC1)=O)=O 1-amino-3-[2-(2,6-dioxopiperidin-3-yl)-1-oxo-2,3-dihydro-1H-isoindol-5-yl]-N,N-dimethylisoquinoline-4-carboxylic acid amide